2-(2-chlorophenyl)acetic acid methyl ester COC(CC1=C(C=CC=C1)Cl)=O